C(=O)[O-].C(C1=CC=CC=C1)(=O)C=1OC=CC1.[Cr+3].C(=O)[O-].C(=O)[O-] chromium benzoyl-furan formate